ClC1=C(C=CC=C1)[C@@H]1CN(C[C@@H]1C(=O)N1CCC(CC1)(C(N[C@H](C)\C=C/S(=O)(=O)C)=O)F)C(=O)OC(C)(C)C tert-butyl (3R,4R)-3-(2-chlorophenyl)-4-(4-fluoro-4-(((R,Z)-4-(methylsulfonyl)but-3-en-2-yl)carbamoyl)piperidine-1-carbonyl)pyrrolidine-1-carboxylate